O[C@@H]1[C@H](CN(CC1)C(=O)OC(C)(C)C)C tert-butyl (3s,4s)-4-hydroxy-3-methyl-piperidine-1-carboxylate